1-(dibenzo[b,d]furan-2-yl)ethan-1-one C1=C(C=CC=2OC3=C(C21)C=CC=C3)C(C)=O